C1(CCCCC1)OC(=O)NC=1C=C(C=NC1C)C1=CC2=C(N=C(S2)NCCCCCCCCCCCC(=O)O)C=C1 12-((6-(5-(((cyclohexyloxy)carbonyl)amino)-6-methylpyridin-3-yl)benzo[d]thiazol-2-yl)amino)dodecanoic acid